FC1=C(C=C(C=C1)NC1=NC=C(C(=N1)NC1=C(C=CC=C1)P(C)(C)=O)C)[N+](=O)[O-] (2-((2-((4-fluoro-3-nitrophenyl)amino)-5-methylpyrimidin-4-yl)amino)phenyl)dimethylphosphine oxide